C1=C(C=CC2=CC=CC=C12)N(N)C(C)=O N-(naphthalen-2-yl)acethydrazide